isopropyl (3-(hydroxyimino)-1-phenylpropyl) phosphonate P(OC(C)C)(OC(CC=NO)C1=CC=CC=C1)=O